5-(3-(cyclopropylmethyl)-8-(trifluoromethyl)-[1,2,4]triazolo[4,3-a]pyridin-7-yl)-N,N-diethylisoxazole-3-carboxamide C1(CC1)CC1=NN=C2N1C=CC(=C2C(F)(F)F)C2=CC(=NO2)C(=O)N(CC)CC